piperidine-1-carboxylic acid methyl ester (tert-butyl-4-(4-(4,4,5,5-tetramethyl-1,3,2-dioxaborolan-2-yl)-1H-pyrazol-1-yl)piperidine-1-carboxylate) C(C)(C)(C)C1N(CCC(C1)N1N=CC(=C1)B1OC(C(O1)(C)C)(C)C)C(=O)O.COC(=O)N1CCCCC1